ClC1=C2C(=CC=NC2=C(C(=C1)[N+](=O)[O-])O)N1CC(CCC1)(F)F 5-chloro-4-(3,3-difluoropiperidin-1-yl)-7-nitroquinolin-8-ol